FC1=C(C=CC(=C1)F)C=1C2=C(N=C(N1)N1CC(CCC1)N1CCOCC1)N=C(C(=C2)C(=O)OC)C methyl 4-(2,4-difluorophenyl)-7-methyl-2-(3-morpholino-1-piperidyl)pyrido[2,3-d]pyrimidine-6-carboxylate